FC=1C=C(C=CC1C=1N=C2SC3=C(N2C1)C=CC(=C3)C(NC)=O)C3CN(CC3)C(=O)OC(C)(C)C tert-butyl 3-(3-fluoro-4-(7-(methylcarbamoyl)benzo[d]imidazo[2,1-b]thiazol-2-yl)phenyl)pyrrolidine-1-carboxylate